C(=CCCCCC)N(CCO)CCO N-heptenyl-diethanolamine